(E)-9-tetradecen-1-yl formate C(=O)OCCCCCCCC\C=C\CCCC